(S)-8-chloro-4-((3-chloro-4-fluorophenyl)amino)-6-((thiazol-4-yl(1H-1,2,3-triazol-4-yl)methyl)amino)quinoline-3-carbonitrile ClC=1C=C(C=C2C(=C(C=NC12)C#N)NC1=CC(=C(C=C1)F)Cl)N[C@H](C=1N=NNC1)C=1N=CSC1